1,3,5-benzenetriscarboxylate C1(=CC(=CC(=C1)C(=O)[O-])C(=O)[O-])C(=O)[O-]